C(CCCCCCC\C=C/CCCCCCCC)(=O)C(C(C)C(CCCCCCC\C=C/CCCCCCCC)=O)[N+](C)(C)C 1,2-dioleoyl-trimethylammonio-propane